The molecule is a 1-hexadecanoyl-2-acyl-sn-glycero-3-phospho-1D-myo-inositol(1-) obtained by deprotonation of the phosphate OH group of 1,2-dihexadecanoyl-sn-glycero-3-phospho-D-myo-inositol. It is a 1-hexadecanoyl-2-acyl-sn-glycero-3-phospho-1D-myo-inositol(1-) and a phosphatidylinositol 32:0(1-). It is a conjugate base of a 1,2-dihexadecanoyl-sn-glycero-3-phospho-D-myo-inositol. CCCCCCCCCCCCCCCC(=O)OC[C@H](COP(=O)([O-])OC1[C@@H]([C@H](C([C@H]([C@H]1O)O)O)O)O)OC(=O)CCCCCCCCCCCCCCC